(R,Z)-3-(1-((6-bromo-1,2-dimethylquinazolin-4(1H)-ylidene)amino)ethyl)-2-methylbenzonitrile BrC=1C=C2/C(/N=C(N(C2=CC1)C)C)=N/[C@H](C)C=1C(=C(C#N)C=CC1)C